C(C=CCCCCCCCCCCCCCCC)(=O)OC(C=CCCCCCCCCCCCCCCC)=O octadecenic anhydride